C1(CCCC1)P(C)C cyclopentyl-dimethylphosphine